BrC=1C=C2CN(C(C2=C(C1)I)=O)[C@@H](C)C1CC1 (S)-5-bromo-2-(1-cyclopropylethyl)-7-iodoisoindolin-1-one